4-(2-oxiranylmethoxy)-N-((4-(2-oxiranylmethoxy)phenyl)methylene)aniline O1C(C1)COC1=CC=C(N=CC2=CC=C(C=C2)OCC2OC2)C=C1